3-methyl-2-pyrrolidinone CC1C(NCC1)=O